C1=CC(=C(C=C1C2=C(C=C3C(=CC(=CC3=[O+]2)O)O[C@H]4[C@@H]([C@H]([C@@H]([C@H](O4)CO)O)O)O)O[C@H]5[C@@H]([C@H]([C@@H]([C@H](O5)CO)O)O)O)O)O.[Cl-] The molecule is a member of the class of anthocyanin chlorides that has cyanin cation as the cationic counterpart. It contains a cyanin.